1-(4-(3-(2H-tetrazol-5-yl)benzyl)piperazin-1-yl)-3-(3,5-dimethyl-1-(3-methyl-[1,2,4]triazolo[4,3-b]pyridazin-6-yl)-1H-pyrazol-4-yl)propan-1-one N=1NN=NC1C=1C=C(CN2CCN(CC2)C(CCC=2C(=NN(C2C)C=2C=CC=3N(N2)C(=NN3)C)C)=O)C=CC1